4-chlorobenzyl (4-((6-methylpyridin-3-yl)methyl)phenyl)carbamate CC1=CC=C(C=N1)CC1=CC=C(C=C1)NC(OCC1=CC=C(C=C1)Cl)=O